tert-butyl 5-(4,4,5,5-tetramethyl-1,3,2-dioxaborolan-2-yl)-2,3-dihydroindole-1-carboxylate CC1(OB(OC1(C)C)C=1C=C2CCN(C2=CC1)C(=O)OC(C)(C)C)C